The molecule is the D-enantiomer of threoninate. It has a role as a Saccharomyces cerevisiae metabolite. It is a conjugate base of a D-threonine. It is an enantiomer of a L-threoninate. C[C@@H]([C@H](C(=O)[O-])N)O